1-(6-(8-amino-1,2,3,5,6,7-hexahydro-s-indacen-1-yl)hexyl)-1H-pyrazole-3-sulfonamide NC=1C=2CCCC2C=C2CCC(C12)CCCCCCN1N=C(C=C1)S(=O)(=O)N